(S)-1-[(S)-3-Methyl-1-({4-methyl-4-[(1-methyl-1H-imidazol-2-yl)methyl]-1-piperidyl}carbonyl)butyl]-3-isobutyl-2-piperazinone CC(C[C@@H](C(=O)N1CCC(CC1)(CC=1N(C=CN1)C)C)N1C([C@@H](NCC1)CC(C)C)=O)C